4,5-dimethylpyridin-2-ol CC1=CC(=NC=C1C)O